NC1=NC=CC2=C1C(=NN2CC[C@@H](C)NC(OC(C)(C)C)=O)Br tert-butyl N-[(1R)-3-(4-amino-3-bromo-pyrazolo[4,3-c]pyridin-1-yl)-1-methyl-propyl]carbamate